4-(2-but-2-ynoxy-5-methylsulfonylphenyl)-2-methylisoquinolin-1-one C(C#CC)OC1=C(C=C(C=C1)S(=O)(=O)C)C1=CN(C(C2=CC=CC=C12)=O)C